C(\C=C\CCC)(=O)OC methyl (E)-2-hexenoate